ClC=1C=CC(=NC1)C1=CN=C2C(=N1)C(NC2=O)O (5-chloro-2-pyridyl)-6,7-dihydro-7-hydroxy-5H-pyrrolo[3,4-b]pyrazin-5-one